C1(=CC=CC=C1)C(C)OC=1C(=CSC1)C=1N=NN(C1)C1C(NC(CC1)=O)=O 3-{4-[4-(1-Phenylethoxy)thiophen-3-yl]-1H-1,2,3-triazol-1-yl}piperidine-2,6-dione